ClC1=C2C=C(NC2=CC=C1)C(=O)N(C)[C@@H]1COCC=2NC(C=3C=C(C(=CC3C21)F)F)=O (S)-4-chloro-N-(8,9-difluoro-6-oxo-1,4,5,6-tetrahydro-2H-pyrano[3,4-c]isoquinolin-1-yl)-N-methyl-1H-indole-2-carboxamide